4-(1,2-dihydroxyethyl)-1,3-dioxolane-2-one OC(CO)C1OC(OC1)=O